C(C)(=O)N1CC2=C(CC1)N(N=C2C=2C=CC=C1C=C(N=CC21)C=2C=NN(C2)C)C2CCN(CC2)CC2C(CN(CC2C)C(=O)OC(C)(C)C)C tert-butyl 4-[[4-[5-acetyl-3-[3-(1-methylpyrazol-4-yl)-8-isoquinolyl]-6,7-dihydro-4H-pyrazolo[4,3-c]pyridin-1-yl]-1-piperidyl]methyl]-3,5-dimethyl-piperidine-1-carboxylate